N-(4-nitropyridin-2-yl)prop-2-enamide [N+](=O)([O-])C1=CC(=NC=C1)NC(C=C)=O